5,6-dimethoxy-2,3-dihydro-1-indenone COC=1C=C2CCC(C2=CC1OC)=O